5,6-dimethyl-9-((6-nitropyridin-3-yl)oxy)-6H-pyrido[4,3-b]carbazole CC1=C2C(=CC=3C=4C=C(C=CC4N(C13)C)OC=1C=NC(=CC1)[N+](=O)[O-])C=NC=C2